(S)-2-[4-bromo-2-(1,1-difluoropropyl)-5-fluorophenoxy]butyric acid BrC1=CC(=C(O[C@H](C(=O)O)CC)C=C1F)C(CC)(F)F